(7S)-7-tert-butyl-N-[(1R)-3-[4-(hydroxymethyl)-1-piperidyl]-1-[3-[(1-methylazetidin-1-ium-3-yl)carbamoyl]phenyl]propyl]-5,6,7,8-tetrahydrothiazolo[5,4-b]quinoline-2-carboxamide C(C)(C)(C)[C@@H]1CC=2C=C3C(=NC2CC1)SC(=N3)C(=O)N[C@H](CCN3CCC(CC3)CO)C3=CC(=CC=C3)C(NC3C[NH+](C3)C)=O